COC(CC1C2C=CC(C1)C2)=O bicyclo[2.2.1]hept-5-en-2-ylacetic acid methyl ester